(S)-1-(5,5-dimethylpyrrolidin-3-yl)-8-(2-((4-methyl-6-oxopyridazin-1(6H)-yl)methyl)thieno[3,2-b]pyridin-7-yl)-1,2,3,4-tetrahydroquinoline-6-carbonitrile, formic acid salt C(=O)O.CC1(C[C@@H](CN1)N1CCCC2=CC(=CC(=C12)C1=C2C(=NC=C1)C=C(S2)CN2N=CC(=CC2=O)C)C#N)C